4-[4-benzyloxy-6-fluoro-1-(4-fluorophenyl)-2-(2-hydroxy-1,1-dimethyl-ethyl)indol-3-yl]benzoate C(C1=CC=CC=C1)OC1=C2C(=C(N(C2=CC(=C1)F)C1=CC=C(C=C1)F)C(CO)(C)C)C1=CC=C(C(=O)[O-])C=C1